C[Si](OC(=O)CNCCC[Si](OC)(OC)C)(C)C N-(trimethylsiloxycarbonyl)methyl-3-aminopropyl-methyldimethoxysilane